tert-butyl (3-fluoropropyl)(2-hydroxyethyl)carbamate FCCCN(C(OC(C)(C)C)=O)CCO